methyl (E)-3-(3-(N-((4-(3-(tetrahydro-2H-pyran-4-yl)-1,2,4-oxadiazol-5-yl) bicyclo[2.2.2]octan-1-yl)methyl)cyclohexanecarboxamido)phenyl)acrylate O1CCC(CC1)C1=NOC(=N1)C12CCC(CC1)(CC2)CN(C(=O)C2CCCCC2)C=2C=C(C=CC2)/C=C/C(=O)OC